(2R,3R,4R,5R)-5-(2-amino-6-(methylamino)-9H-purin-9-yl)-4-fluoro-4-methyl-2-(((3-methylbutanoyl)oxy)methyl)tetrahydrofuran-3-yl L-valinate N[C@@H](C(C)C)C(=O)O[C@@H]1[C@H](O[C@H]([C@]1(C)F)N1C2=NC(=NC(=C2N=C1)NC)N)COC(CC(C)C)=O